CC1CN(CC(N1)C)CCCCCCCCSC1=C2CN(C(C2=CC=C1)=O)C1C(NC(CC1)=O)=O 3-(4-((8-(3,5-dimethylpiperazin-1-yl)octyl)thio)-1-oxoisoindolin-2-yl)piperidine-2,6-dione